COC=1C=C(C=CC1OC)CC(=O)C1=C(C=C(C=C1)O)OC (3,4-dimethoxyphenyl)-1-(4-hydroxy-2-methoxyphenyl)ethan-1-one